tert-butyl 4-acetyl-3-[tert-butyl(diphenyl)silyl]oxy-piperidine-1-carboxylate C(C)(=O)C1C(CN(CC1)C(=O)OC(C)(C)C)O[Si](C1=CC=CC=C1)(C1=CC=CC=C1)C(C)(C)C